ClC=1C(=NC(=NC1)NC=1C=C(C=NC1)N1C(CCC1)=O)C=1CNCCC1 1-(5-((5-chloro-4-(1,2,5,6-tetrahydropyridin-3-yl)pyrimidin-2-yl)amino)pyridin-3-yl)pyrrolidin-2-one